5-((7-(phenylethynyl)-1H-indazol-4-yl)oxy)-1H-1,2,3-triazole-4-carboxylic acid C1(=CC=CC=C1)C#CC=1C=CC(=C2C=NNC12)OC1=C(N=NN1)C(=O)O